O=C1NC(CCC1N1C(C2=CC=C(C=C2C1=O)C1CCN(CC1)C1CC(C1)OC1CCNCC1)=O)=O 2-(2,6-dioxo-3-piperidyl)-5-[1-[3-(4-piperidyloxy)cyclobutyl]-4-piperidyl]isoindoline-1,3-dione